4-[4-cyano-6-(2-cyano-4-fluoro-phenyl)-3-hydroxy-pyridin-2-yl]-4-oxo-butyric acid ethyl ester C(C)OC(CCC(=O)C1=NC(=CC(=C1O)C#N)C1=C(C=C(C=C1)F)C#N)=O